COC[C@@H]1N(CCN(C1)C(=O)OCC1=CC=CC=C1)C(=O)OC(C)(C)C (R)-4-benzyl 1-tert-butyl 2-(methoxymethyl)piperazine-1,4-dicarboxylate